CC(C(=O)OC=1C(=NC=CC1OC)C(=O)N[C@@H](C)C(=O)[O-])C N-({3-[(2-methylpropanoyl) oxy]-4-methoxypyridin-2-yl} carbonyl)-L-alaninate